COC(C1=CN=C(C(=C1)[N+](=O)[O-])C=1N(C=CC1)C(=O)OC(C)(C)C)=O 6-(1-(tert-butoxycarbonyl)-1H-pyrrol-2-yl)-5-nitronicotinic acid methyl ester